C(C)(C)N.C1(=CC=CC=C1)C1(CC(=NO1)C(=O)O)C1=CC=CC=C1 4,5-dihydro-5,5-diphenyl-isoxazole-3-carboxylic acid isopropyl-amine salt